normal decanol C(CCCCCCCCC)O